NN1C(=NC(=C1C(=O)OCC)C1=CC=C(C=C1)C(NC1=NC=CC(=C1)C(F)(F)F)=O)[C@H]1N(CCCC1)C(=O)OC(C)(C)C tert-butyl (S)-2-(1-amino-5-(ethoxycarbonyl)-4-(4-((4-(trifluoromethyl)pyridin-2-yl)carbamoyl)phenyl)-1H-imidazol-2-yl)piperidine-1-carboxylate